NC=1SC=C(N1)CC(=O)NC1=CC=C(C=C1)CCNC[C@@H](C1=CC=CC=C1)O 2-amino-N-[4-[2-[[(2R)-2-hydroxy-2-phenylethyl]amino]ethyl]phenyl]-4-thiazoleacetamide